S(=O)(=O)(O)O.COC(N)=N.COC(N)=N O-methylisourea hemisulphate